octanoyl-glutamic acid trimethylamine salt CN(C)C.C(CCCCCCC)(=O)N[C@@H](CCC(=O)O)C(=O)O